3-(7-Chloro-8-fluoro-2-((1-(hydroxymethyl)cyclopropyl)methoxy)pyrido[4,3-d]pyrimidin-4-yl)-3,8-Diazabicyclo[3.2.1]octane-8-carboxylic acid tert-butyl ester C(C)(C)(C)OC(=O)N1C2CN(CC1CC2)C=2C1=C(N=C(N2)OCC2(CC2)CO)C(=C(N=C1)Cl)F